2-((5-bromo-2-methyl-2H-1,2,3-triazol-4-yl)methyl)-6-(trifluoromethyl)imidazo[1,2-a]pyrazine BrC=1C(=NN(N1)C)CC=1N=C2N(C=C(N=C2)C(F)(F)F)C1